(6S,7S)-6-(4-((1-Butylazetidin-3-yl)thio)-2,6-difluorophenyl)-7-isobutyl-8-methyl-6,7,8,9-tetrahydro-3H-pyrazolo[3,4-h]isochinolin C(CCC)N1CC(C1)SC1=CC(=C(C(=C1)F)[C@H]1[C@@H](N(CC=2C3=C(C=CC12)NN=C3)C)CC(C)C)F